methyl (triphenylphosphoranylidene)-acetate C1(=CC=CC=C1)P(C1=CC=CC=C1)(C1=CC=CC=C1)=CC(=O)OC